2-(chloromethyl)-6-isopropoxy-3H-quinazolin-4-one ClCC1=NC2=CC=C(C=C2C(N1)=O)OC(C)C